tetranitro-2,3,5,6-dibenzo-1,3a,4,6a-tetrazapentalene C1=C(C=C(C2=C1N3N=C4C(=CC(=CC4=[N+]3[N-]2)[N+](=O)[O-])[N+](=O)[O-])[N+](=O)[O-])[N+](=O)[O-]